(1E,4E)-5-methyl-1-phenyl-1,4,6-heptatriene C\C(=C/C/C=C/C1=CC=CC=C1)\C=C